6-(4-cyclopropyl-6-methoxypyrimidin-5-yl)-1-((5-(1-isopropyl-4-(trifluoromethyl)-1H-imidazol-2-yl)-4-methylthiophene-2-yl)methyl)-1H-pyrazolo[3,4-d]pyrimidine C1(CC1)C1=NC=NC(=C1C1=NC=C2C(=N1)N(N=C2)CC=2SC(=C(C2)C)C=2N(C=C(N2)C(F)(F)F)C(C)C)OC